COC1=CC=C(CN(C2=NC=CC(=N2)C(C(=O)OC)C(C)C)S(=O)(=O)C2CC2)C=C1 methyl 2-(2-(N-(4-methoxybenzyl) cyclopropanesulphonylamino) pyrimidin-4-yl)-3-methylbutanoate